N[C@H]1CCC2=CC(=CC=C12)N1C(=NC=2C1=NC(=C(C2)OC)N2N=CC=C2)C=2C(=NC=CC2)N (S)-3-(3-(1-amino-2,3-dihydro-1H-inden-5-yl)-6-methoxy-5-(1H-pyrazol-1-yl)-3H-imidazo[4,5-b]pyridin-2-yl)pyridin-2-amine